7-fluoro-2-methyl-5-[2-(oxan-4-yl)thieno[2,3-c]pyrazol-5-yl]indazole FC1=CC(=CC2=CN(N=C12)C)C1=CC=2C(=NN(C2)C2CCOCC2)S1